(3S,4S)-1-(4-((3S*,4R*)-3-hydroxy-4-(tetradecylcarbamoyl)pyrrolidine-1-carbonyl)benzoyl)-N3,N4-bis((1S,2R)-2-phenylcyclopropyl)pyrrolidine-3,4-dicarboxamide O[C@@H]1CN(C[C@H]1C(NCCCCCCCCCCCCCC)=O)C(=O)C1=CC=C(C(=O)N2C[C@H]([C@@H](C2)C(=O)N[C@@H]2[C@H](C2)C2=CC=CC=C2)C(=O)N[C@@H]2[C@H](C2)C2=CC=CC=C2)C=C1 |o1:1,5|